CC1(OB(OC1(C)C)C=1C=C(C=CC1)C1=NC=NC=N1)C 6-[3-(4,4,5,5-tetramethyl-1,3,2-dioxaborolan-yl)phenyl]1,3,5-Triazin